FC(F)(F)N1C=NC=2C=NC=3C=CC=CC3C21 (trifluoromethyl)-1H-imidazo[4,5-c]quinoline